(2S)-1-[2-[(3R)-3-[(7-fluoro-5-quinolyl)amino]pyrrolidin-1-yl]acetyl]pyrrolidine-2-carbonitrile FC1=CC(=C2C=CC=NC2=C1)N[C@H]1CN(CC1)CC(=O)N1[C@@H](CCC1)C#N